[Hg].[As] Arsenic-mercury